2-(4-Ethylpiperazin-1-yl)-N-((7-(trifluoromethyl)-10H-phenoxazin-3-yl)methyl)acetamide C(C)N1CCN(CC1)CC(=O)NCC=1C=CC=2NC3=CC=C(C=C3OC2C1)C(F)(F)F